ClC1=CC=C(C=C1)NC1=CC=CC(=C1)OC 4-chlorophenyl-5-methoxyaniline